C1(CCCC1)[Si](OC)(OC)C(C)(C)C cyclopentyl-tert-butyl-dimethoxysilane